diethyl ((3-bromo-5-carbamoyl-7-((2-iodo-4-(methylsulfonyl)benzyl)oxy) benzo[b]thiophen-2-yl)difluoromethyl)phosphonate BrC=1C2=C(SC1C(F)(F)P(OCC)(OCC)=O)C(=CC(=C2)C(N)=O)OCC2=C(C=C(C=C2)S(=O)(=O)C)I